C1(CC1)C=1C=C(C(=O)N=C2NCCCN2)C=CC1NC1=CC(=CC=C1)C(NC1CC(C1)O)=O 3-cyclopropyl-N-(1,3-diazinan-2-ylidene)-4-({3-[(3-hydroxycyclobutyl)carbamoyl]phenyl}amino)benzamide